OC1C(C(C1(C)C)NC(OC(C)(C)C)=O)(C)C tert-butyl N-(3-hydroxy-2,2,4,4-tetramethyl-cyclobutyl)carbamate